N-(3-((5-(2-hydroxyethyl)-2-((4-(4-methylpiperazin-1-yl)phenyl)amino)-7H-pyrrolo[2,3-d]pyrimidin-4-yl)oxy)phenyl)acrylamide OCCC1=CNC=2N=C(N=C(C21)OC=2C=C(C=CC2)NC(C=C)=O)NC2=CC=C(C=C2)N2CCN(CC2)C